[N+](=O)([O-])C1=CC=C(C=C1)S(=O)(=O)OC1CCC(CC1)OCC (1r,4r)-4-ethoxycyclohexyl 4-nitrobenzenesulfonate